7-fluoro-6-(8-fluoro-2-methyl-imidazo[1,2-a]pyridin-6-yl)-2-(4-piperidyl)isoquinolin-1-one FC1=C(C=C2C=CN(C(C2=C1)=O)C1CCNCC1)C=1C=C(C=2N(C1)C=C(N2)C)F